C(C1=CC=CC=C1)N1N=C(C(=C1)F)C(=O)NC1CCC2=C(N(C1=O)C)C=NN2C 1-Benzyl-N-(1,4-dimethyl-5-oxo-1,4,5,6,7,8-hexahydropyrazolo[4,3-b]azepin-6-yl)-4-fluoro-1H-pyrazole-3-carboxamide